2'-ethoxy-5-(3-((4-fluoro-2-(trifluoromethyl)benzyl)oxy)pyrrolidin-1-yl)-N-(1-methylazetidin-3-yl)-[2,3'-bipyridine]-6-carboxamide C(C)OC1=NC=CC=C1C1=NC(=C(C=C1)N1CC(CC1)OCC1=C(C=C(C=C1)F)C(F)(F)F)C(=O)NC1CN(C1)C